N-cyclopentyl-2-(2-methoxyethoxy)-5,6,7,8-tetrahydropyrido[3,2-d]pyrimidin-4-amine C1(CCCC1)NC=1C2=C(N=C(N1)OCCOC)CCCN2